CC1=CC=C(N=N1)CNC(C1=CC(=CC(=C1)OCC1CCOCC1)C=1SC(=CN1)C)=O N-[(6-Methylpyridazin-3-yl)methyl]-3-(5-methyl-1,3-thiazol-2-yl)-5-(tetrahydro-2H-pyran-4-ylmethoxy)benzamide